C1(CC1)C(=O)N1OCC[C@H]1C1=CC=CC=C1 (3S)-2-cyclopropanecarbonyl-3-phenyl-1,2-oxazolidine